6-bromo-1-(1,1-di(pyridin-2-yl)ethyl)-1H-indol-4-amine BrC=1C=C(C=2C=CN(C2C1)C(C)(C1=NC=CC=C1)C1=NC=CC=C1)N